tert-butyl 4-{[(5S)-5-[2-(dimethylamino)-6-(methoxycarbonyl)pyridin-3-yl]-6-azaspiro[2.5]octan-6-yl]methyl}-5-methoxy-7-methylindole-1-carboxylate CN(C1=NC(=CC=C1[C@@H]1CC2(CC2)CCN1CC1=C2C=CN(C2=C(C=C1OC)C)C(=O)OC(C)(C)C)C(=O)OC)C